7-(2,4-Dimethoxyphenyl)-2-hydroxy-1H-phenalen-1-one COC1=C(C=CC(=C1)OC)C1=C2C=CC=C3C=C(C(C(C=C1)=C32)=O)O